4-(heptadecan-3-yl)oxazol-2(3H)-one CCC(CCCCCCCCCCCCCC)C=1NC(OC1)=O